3,3-difluoro-2-(hydroxymethyl)-2-methylbutyric acid tert-butyl ester C(C)(C)(C)OC(C(C(C)(F)F)(C)CO)=O